2-Butoxy-1,3-propanediol dinitrate [N+](=O)([O-])OCC(CO[N+](=O)[O-])OCCCC